N-(2-(2,4-dimethoxyphenyl)-2-oxoethyl)-1-hydroxy-2-isopropyl-5-methylcyclohexane-1-carboxamide COC1=C(C=CC(=C1)OC)C(CNC(=O)C1(C(CCC(C1)C)C(C)C)O)=O